N-(1-(1H-indol-3-yl)hexane-2-yl)-6-(4-hydroxypiperidin-1-yl)benzo[b]thiophene-2-carboxamide Methyl-2-((4-(tert-butyl)pyrimidin-5-yl)oxy)acetate COC(COC=1C(=NC=NC1)C(C)(C)C)=O.N1C=C(C2=CC=CC=C12)CC(CCCC)NC(=O)C1=CC2=C(S1)C=C(C=C2)N2CCC(CC2)O